S1C(=CC=C1)SC1=CC2=C(C(CCO2)=O)C=C1 7-(thiophen-2-ylsulfanyl)-3,4-dihydro-2H-1-benzopyran-4-one